triethyl-methoxymethyl-phosphonium C(C)[P+](COC)(CC)CC